The molecule is a member of the class of pyrazolopyrimidines that is pyrazophos in which the the thiophosphate group has been hydrolysed to the corresponding hydroxy group. The active fungicide of the profungicide pyrazophos. It has a role as an antifungal agrochemical, an insecticide, a phospholipid biosynthesis inhibitor and a fungicide. It is an ethyl ester, a pyrazolopyrimidine and an organic hydroxy compound. CCOC(=O)C1=CN2C(=CC(=O)N2)N=C1C